OC(CCCC(=O)[O-])CCCCCCCCCC.[Na+] sodium 5-hydroxypentadecanoate